4-bromo-3-methoxy-3-phenylisochroman BrC1C(OCC2=CC=CC=C12)(C1=CC=CC=C1)OC